OC(C)(C)C=1C=C(C=C(C1)C(C)(C)O)Br 3,5-bis(2-hydroxy-2-propyl)bromobenzene